CC1=C(C(=C(C(=C1Cl)Cl)C)Cl)Cl 2,3,5,6-Tetrachloro-p-xylene